N-(5-cyano-6-(difluoromethoxy)pyridin-3-yl)-8-(1-(difluoromethyl)-1H-pyrazol-4-yl)-2-fluoro-8-methyl-7,8-dihydro-6H-cyclopenta[e]pyrazolo[1,5-a]pyrimidine-6-carboxamide C(#N)C=1C=C(C=NC1OC(F)F)NC(=O)C1CC(C2=C1C=NC=1N2N=C(C1)F)(C)C=1C=NN(C1)C(F)F